n-Dodecyl-magnesium bromide C(CCCCCCCCCCC)[Mg]Br